C(C)[C@H](C(=O)OCC1=C(C=CC=C1)C)[C@@H](CC1=CN=CN1C)COC(C(C)(C)C)=O 2-methylbenzyl (2S,3R)-2-ethyl-4-(1-methyl-1H-imidazol-5-yl)-3-((pivaloyloxy) methyl)butanoate